FC1(CCN(CC1)C=1C(N(C=C(C1)[N+](=O)[O-])C)=O)F 3-(4,4-Difluoropiperidin-1-yl)-1-methyl-5-nitropyridin-2(1H)-one